O[C@H]1[C@H]2[C@@H]3CC[C@H]([C@@H](CCC(C(=C)CO)=O)C)[C@]3(CC[C@@H]2[C@]2(CCCCC2C1)C)C 7α,27-dihydroxycholestenone